5-(trimethoxysilylpropyl)-bicyclo[2.2.1]-5-heptene-2,3-dicarboxylic anhydride CO[Si](OC)(OC)CCCC=1C2C3C(C(C1)C2)C(=O)OC3=O